C(C=C)(=O)OCCOC1=C(C=CC=C1)C1=C(C=CC=C1)OCCOC(C=C)=O 2,2'-di(2-acryloyloxyethoxy)biphenyl